COC(C[C@H]1CN(CC1)C([C@@H](C)OC1=CC=C2C(=CC(OC2=C1)=O)C1=C(C=C(C=C1)F)Cl)=O)=O 2-[(3S)-1-[(2R)-2-[4-(2-chloro-4-fluoro-phenyl)-2-oxo-chromen-7-yl]oxypropionyl]pyrrolidin-3-yl]acetic acid methyl ester